N1(C=NC=C1)CCCC=1C=CC=C2C=C(N(C12)CC1CC1)C1=NC=2C(=CC=3CCN(C(C3C2)=O)C[C@@H](CF)N)N1C (S)-2-(7-(3-(1H-imidazol-1-yl)propyl)-1-(cyclopropylmethyl)-1H-indol-2-yl)-6-(2-amino-3-fluoropropyl)-1-methyl-1,6,7,8-tetrahydro-5H-imidazo[4,5-g]isoquinolin-5-one